C(C1=CC=CC=C1)C1=C(C=CC=C1)C(=O)N Benzyl-benzeneAmide